C(C)(C)(C)OC(=O)C1CCC(CC1)OC1=CC=C(C=C1)C 4-(p-tolyloxy)cyclohexane-1-carboxylic acid tert-butyl ester